methoxy-1H-indol CON1C=CC2=CC=CC=C12